N-(4-(6-fluoro-3,4-dihydroisoquinolin-2(1H)-yl)-2-methyl-6-(1-methylcyclopropyl)phenyl)-3,3-Dimethylbutanamide FC=1C=C2CCN(CC2=CC1)C1=CC(=C(C(=C1)C1(CC1)C)NC(CC(C)(C)C)=O)C